N-(2-(3,5-diphenyl-2-(trifluoromethyl)-2,3-dihydro-1,3,4-oxadiazol-2-yl)phenyl)-4-methoxybenzenesulfonamide C1(=CC=CC=C1)N1C(OC(=N1)C1=CC=CC=C1)(C(F)(F)F)C1=C(C=CC=C1)NS(=O)(=O)C1=CC=C(C=C1)OC